COC(NC1=CC=C2C3=C(NC([C@H](C/C=C/CCC(NC2=C1)=O)NC(\C=C\C1=C(C=CC(=C1)Cl)C(C)=O)=O)=N3)Cl)=O {(E)-(S)-15-[(E)-3-(2-Acetyl-5-chloro-phenyl)-acryloylamino]-18-chloro-9-oxo-8,17,19-triaza-tricyclo[14.2.1.02,7]nonadeca-1(18),2,4,6,12,16(19)-hexaen-5-yl}-carbamic Acid methyl ester